1,1-dimethylpropyl carbamate C(N)(OC(CC)(C)C)=O